1-((trifluoromethyl)sulfonyl)-5,6,8,9-tetrahydroimidazo[4',5':4,5]benzo[1,2-d]azepin-7(1H)-carboxylic acid tert-butyl ester C(C)(C)(C)OC(=O)N1CCC2=C(CC1)C=C1C(=C2)N(C=N1)S(=O)(=O)C(F)(F)F